α-methyl-2,4-dimethyl-styrene CC(=C)C1=C(C=C(C=C1)C)C